6-chloro-bis(phenylethynyl)tetracene ClC1=C2C=C3C=CC(=C(C3=CC2=CC2=CC=CC=C12)C#CC1=CC=CC=C1)C#CC1=CC=CC=C1